2-(4-(4-(aminomethyl)-1-oxo-1,2-dihydrophthalazin-6-yl)-1-methyl-1h-pyrazol-5-yl)-4-chloro-6-cyclopropoxy-3-fluorobenzonitrile hippurate C(CNC(=O)C1=CC=CC=C1)(=O)O.NCC1=NNC(C2=CC=C(C=C12)C=1C=NN(C1C1=C(C#N)C(=CC(=C1F)Cl)OC1CC1)C)=O